tert-butyl 2-(((2S,4R)-1-((9,9-difluoro-9H-fluorene-3-carbonyl)glycyl)-4-fluoro-4-(methoxymethyl)pyrrolidine-2-carboxamido)methyl)-1H-pyrrolo[3,2-c]pyridine-1-carboxylate FC1(C2=CC=CC=C2C=2C=C(C=CC12)C(=O)NCC(=O)N1[C@@H](C[C@@](C1)(COC)F)C(=O)NCC1=CC=2C=NC=CC2N1C(=O)OC(C)(C)C)F